ClC=1C=C(C=NC1)OC1CC2(CN(C2)C(=O)N2CC(CC2)C2=NN=CN2)C1 [6-[(5-chloro-3-pyridinyl)oxy]-2-azaspiro[3.3]heptan-2-yl]-[3-(4H-1,2,4-triazol-3-yl)pyrrolidin-1-yl]methanone